(1,2,3,4-tetramethylcyclopentadienyl)tris(dimethylamino)hafnium CC1(C(=C(C(=C1)C)C)C)[Hf](N(C)C)(N(C)C)N(C)C